4-[bis(3-cyclohexyl-4-hydroxy-6-methylphenyl)methyl]-1,2-benzenediol C1(CCCCC1)C=1C=C(C(=CC1O)C)C(C=1C=C(C(=CC1)O)O)C1=CC(=C(C=C1C)O)C1CCCCC1